FC=1C(=NC=CC1O)N1[C@H]([C@H](CC1)NS(=O)(=O)C)CO[C@@H]1CC[C@@H](CC1)C1=CC=CC=C1 N-((2R,3S)-1-(3-fluoro-4-hydroxypyridin-2-yl)-2-((((CIS)-4-phenylcyclohexyl)oxy)methyl)pyrrolidin-3-yl)methanesulfonamide